FC(C(=O)O)(F)F.O=C(CCCOP(O)(O)=O)OCN1C=NC(=C1)C1=C(N=C2N1C=CC=N2)C2=NC(=NN2)C(F)(F)F {4-oxo-4-[(4-{2-[3-(trifluoromethyl)-1H-1,2,4-triazol-5-yl]imidazo[1,2-a]pyrimidin-3-yl}-1H-imidazol-1-yl)methoxy]butoxy}phosphonic acid, trifluoroacetic acid salt